N-({4-[2-(morpholin-4-yl)pyridine-3-sulfonyl]phenyl}methyl)imidazo[1,2-a]pyrimidine-6-carboxamide N1(CCOCC1)C1=NC=CC=C1S(=O)(=O)C1=CC=C(C=C1)CNC(=O)C=1C=NC=2N(C1)C=CN2